NC1(C(C=C(C(=O)O)C=C1)I)I 4-amino-3,4-diiodobenzoic acid